FC(C=1C(=CN(C(C1)=O)C)C(=O)NC1=C(C=C(C(=C1)C1=CC2=C(N=CN2C)C=C1)F)N1C[C@H](N([C@H](C1)C)C)C)F |r| 4-(difluoromethyl)-N-[4-fluoro-5-(3-methylbenzimidazol-5-yl)-2-[rac-(3R,5S)-3,4,5-trimethylpiperazin-1-yl]phenyl]-1-methyl-6-oxopyridine-3-carboxamide